CC(C)(CCCC(C=C)C)O 2,6-dimethyl-octa-7-en-2-ol